5-((3,4-dichloro-3',6'-dihydro-[2,4'-bipyridyl]-1'(2'H)-yl)methyl)-2-(2,6-dioxopiperidin-3-yl)isoindoline-1,3-dione ClC=1C(=NC=CC1Cl)C=1CCN(CC1)CC=1C=C2C(N(C(C2=CC1)=O)C1C(NC(CC1)=O)=O)=O